C(C)(=O)O[C@H]1CC[C@@]2(C34CC[C@@]5([C@H](CC[C@]5(C3(CC[C@H]2C1(C)C)O4)C)[C@@H](CCCCC(=O)OC)C)C)C Methyl (6R)-6-((3S,5S,10S,13R,14R,17R)-3-acetoxy-4,4,10,13,14-pentamethyltetradecahydro-11H-8,9-epoxycyclopenta[a]phenanthren-17-yl)heptanoate